C1(CC1)S(=O)=NCC1(CCN(CC1)C1=NC=NC2=C(C=CC=C12)OC)O cyclopropyl({[4-hydroxy-1-(8-methoxyquinazolin-4-yl)piperidin-4-yl]methyl})imino-λ6-sulfanone